COC([C@H]([C@H]([C@@H]([C@H](C=O)O)O)O)O)O 6-methoxy-D-glucose